FC=1C=C(C=CC1[N+](=O)[O-])C1=C(C(=O)O)C=CN=C1 (3-fluoro-4-nitrophenyl)isonicotinic acid